S1C(=NC2=C1C=CC=C2)NC(=O)C=2C=CC=C1CCN(CC21)C2=CC=C(C(=N2)C(=O)O)C=2C=NN(C2C)CC21OC3CC(CC(C2)C3)C1 6-[8-(1,3-benzothiazol-2-ylcarbamoyl)-3,4-dihydroisoquinolin-2(1H)-yl]-3-[5-methyl-1-(2-oxatricyclo[3.3.1.13,7]dec-1-ylmethyl)-1H-pyrazol-4-yl]pyridine-2-carboxylic acid